tert-butyl 4-(pyridin-4-yl)-6-azaspiro[2.5]octane-6-carboxylate N1=CC=C(C=C1)C1C2(CC2)CCN(C1)C(=O)OC(C)(C)C